FC1=CC=C2CCNC(C2=C1)=O 7-fluoro-3,4-dihydro-2H-isoquinolin-1-one